dihydroxyethyl glycinate (Dihydroxyethyl Oleyl Glycinate) OC(CN(CC(=O)O)CCCCCCCC\C=C/CCCCCCCC)O.NCC(=O)OCC(O)O